(R)-N-(3-(4-fluoro-phenyl)-3-(2-pyridyl)propyl)-aniline FC1=CC=C(C=C1)[C@@H](CCNC1=CC=CC=C1)C1=NC=CC=C1